BrC1=C(C(=CC=C1)I)CBr bromo-2-(bromomethyl)-3-iodobenzene